O1C(=NC2=C1N=CC=C2)C2=CC=C(C=C2)C2=CC=C(C=C2)N(C2=CC=C(C=C2)C2=CC1=CC=CC=C1C=C2)C2=CC=C(C=C2)C=2C=CC1=C(OC3=C1C=CC=C3)C2 4'-(7-azabenzoxazol-2-yl)-biphenyl-4-yl-(4-dibenzofuran-3-yl-phenyl)-(4-Naphthalen-2-yl-phenyl)-amine